C(CCCCCCC(=O)OCC(COC(CCCCCCC(=O)OCC\C=C/CCCCC)=O)(CO)COC(CCC(OCCCCCCCC)OCCCCCCCC)=O)(=O)OCC\C=C/CCCCC O8-[2-(4,4-dioctoxybutanoyloxymethyl)-2-(hydroxymethyl)-3-[8-[(Z)-non-3-enoxy]-8-oxo-octanoyl]oxy-propyl] O1-[(Z)-non-3-enyl] octanedioate